C(C(=O)O)(=O)O.C(C1=CC=CC=C1)C1CCN(CC1)[C@@H](CN(C(CC)=O)C1=CC=CC=C1)C (R)-N-(2-(4-benzylpiperidin-1-yl)propyl)-N-phenylpropionamide oxalate